FC1=C(C=C(C=C1)C(C)N1C[C@@H](N(C[C@H]1C)C1=CC(N(C=2C=CC(=NC12)C#N)C)=O)C)COC 8-((2s,5r)-4-(1-(4-fluoro-3-(methoxymethyl)phenyl)ethyl)-2,5-dimethylpiperazin-1-yl)-5-methyl-6-oxo-5,6-dihydro-1,5-naphthyridine-2-carbonitrile